(S)-N-(5-(4-amino-1-(1-(6-(3-fluorophenyl)-3-methyl-5-oxo-5H-thiazolo[3,2-a]pyridin-7-yl)ethyl)-1H-pyrazolo[3,4-d]pyrimidin-3-yl)-2-(methoxy-d3)phenyl)methanesulfonamide NC1=C2C(=NC=N1)N(N=C2C=2C=CC(=C(C2)NS(=O)(=O)C)OC([2H])([2H])[2H])[C@@H](C)C=2C=C1N(C(C2C2=CC(=CC=C2)F)=O)C(=CS1)C